dioctadecyl-2,2-bis(3,5-di-tert-butyl-2-hydroxybenzyl)-malonate C(CCCCCCCCCCCCCCCCC)OC(C(C(=O)OCCCCCCCCCCCCCCCCCC)(CC1=C(C(=CC(=C1)C(C)(C)C)C(C)(C)C)O)CC1=C(C(=CC(=C1)C(C)(C)C)C(C)(C)C)O)=O